N-[4-[1,5-bis[dideuterio(hydroxy)methyl]-8-oxabicyclo[3.2.1]octa-2,6-dien-3-yl]-2-(4,4-dimethylcyclohexen-1-yl)phenyl]-5-cyano-1H-imidazole-2-carboxamide [2H]C(C12C=C(CC(C=C1)(O2)C(O)([2H])[2H])C2=CC(=C(C=C2)NC(=O)C=2NC(=CN2)C#N)C2=CCC(CC2)(C)C)(O)[2H]